FC1=C(C=C(C=C1F)C)C1=CC(=CC=C1)C[C@H]1[C@H](CCC=2C=CN(C(C12)=O)CC)NS(=O)(=O)C |r| rac-N-{(7S,8R)-8-[(2',3'-difluoro-5'-methyl[1,1'-biphenyl]-3-yl)methyl]-2-ethyl-1-oxo-1,2,5,6,7,8-hexahydroisoquinolin-7-yl}methanesulfonamide